C(C)(C)(C)OC(NC1CNCC(C1)C)=O (5-Methylpiperidin-3-yl)carbamic acid tert-butyl ester